1-(4''-methoxy-[1,1':3',1''-terphenyl]-3-yl)ethan-1-one COC1=CC=C(C=C1)C=1C=C(C=CC1)C1=CC(=CC=C1)C(C)=O